4,4-bis(((Z)-non-3-en-1-yl)oxy)butanoic acid C(C\C=C/CCCCC)OC(CCC(=O)O)OCC\C=C/CCCCC